1,4-dilithio-n-butane [Li]CCCC[Li]